CN1C(CC(CC1(C)C)C(C(C(C(C(=O)[O-])C1CC(N(C(C1)(C)C)C)(C)C)(C(=O)[O-])CCCCCCCCCCCCC)(C(=O)[O-])CCCCCCCCCCCCC)C(=O)[O-])(C)C bis(1,2,2,6,6-pentamethyl-4-piperidinyl)-ditridecyl-1,2,3,4-butanetetracarboxylate